CC(=CC1=CC=C(C=C1)OC)C=O P-METHOXY-ALPHA-METHYLCINNAMALDEHYDE